IC=1C(N(N(C1)COCC[Si](C)(C)C)C)=O 4-iodo-2-methyl-1-((2-(trimethylsilyl)ethoxy)methyl)-1,2-dihydro-3H-pyrazol-3-one